C1C(CC12CNCC2)O 6-azaspiro[3.4]octan-2-ol